CC(C)CCCCCCC(=O)O isocapric acid